C(CC)C(C(=O)O[C@@H]1[C@@](O[C@H](C1)N1C2=NC(=NC(=C2N=C1)N)F)(C#C)CO[P@](=O)(OC1=CC=CC=C1)N[C@H](C(=O)OCC(CC)CC)C)CCC (2R,3S,5R)-5-(6-Amino-2-fluoro-9H-purin-9-yl)-2-((((S)-(((S)-1-(2-ethylbutoxy)-1-oxopropan-2-yl)amino)(phenoxy)phosphoryl) oxy)methyl)-2-ethynyltetrahydrofuran-3-yl 2-propylpentanoate